2-(8-(4-(N-cyanocarbamimidoyl)benzoyloxy)-[1,2,4]triazolo[1,5-a]pyridin-5-yl)acetic acid C(#N)NC(=N)C1=CC=C(C(=O)OC=2C=3N(C(=CC2)CC(=O)O)N=CN3)C=C1